CC1CCC(CC1)CCCCCCC 1-Methyl-4-heptylcyclohexan